N-((1S,2R)-2-Acetamidocyclopentyl)-4-oxo-5-(2-phenylpyridin-4-yl)-4,5-dihydro-3H-1-thia-3,5,8-triazaacenaphthylene-2-carboxamide C(C)(=O)N[C@H]1[C@H](CCC1)NC(=O)C=1SC=2N=CC=C3N(C(NC1C23)=O)C2=CC(=NC=C2)C2=CC=CC=C2